2-amino-8-fluoro-N-[[6-(3-isopropoxyphenyl)-2-pyridyl]methyl]quinazoline-4-carboxamide NC1=NC2=C(C=CC=C2C(=N1)C(=O)NCC1=NC(=CC=C1)C1=CC(=CC=C1)OC(C)C)F